FC(C1=NN2C(N=C(C=C2NC[C@]2(CN(CC2)C(=O)N)C2=CC=CC=C2)C(F)(F)F)=C1)(F)F (R)-3-(((2,5-bis(trifluoromethyl)pyrazolo[1,5-a]pyrimidin-7-yl)amino)methyl)-3-phenylpyrrolidine-1-carboxamide